5-{[(2,2-Dimethylpropionyl)amino]methyl}-N-[1-(2-methoxypyridin-4-yl)-1H-indazol-4-yl]-2-(trifluoromethyl)benzamide CC(C(=O)NCC=1C=CC(=C(C(=O)NC2=C3C=NN(C3=CC=C2)C2=CC(=NC=C2)OC)C1)C(F)(F)F)(C)C